1-[3-chloro-5-(8-oxooctyl)phenyl]-3-[[2-(2,6-dioxo-3-piperidyl)-1-oxo-isoindolin-5-yl]-methyl]urea ClC=1C=C(C=C(C1)CCCCCCCC=O)NC(=O)NCC=1C=C2CN(C(C2=CC1)=O)C1C(NC(CC1)=O)=O